2-(3-(diethylamino)-1H-pyrazol-1-yl)benzonitrile C(C)N(C1=NN(C=C1)C1=C(C#N)C=CC=C1)CC